ClC[C@@H](COC1=C(C=C(C=C1)C(C)(C)C1=CC(=C(OC[C@@H](CO)O)C=C1)C)C)O (R)-3-(4-(2-(4-((R)-3-chloro-2-hydroxypropoxy)-3-methylphenyl)propan-2-yl)-2-methylphenoxy)propane-1,2-diol